tert-butyl 9-methoxy-1-methyl-3,4-dihydrobenzo[4,5]imidazo[1,2-a]pyrazine-2(1H)-carboxylate COC1=CC=CC2=C1N=C1N2CCN(C1C)C(=O)OC(C)(C)C